6-chloro-4-(3,3-difluoroazetidin-1-yl)-N-[5-(trifluoromethyl)pyridin-2-yl]pyridin-2-amine ClC1=CC(=CC(=N1)NC1=NC=C(C=C1)C(F)(F)F)N1CC(C1)(F)F